ClC=1C=C(N)C=CC1OC1=CC=2N(C=N1)C=NN2 3-chloro-4-([1,2,4]triazolo[4,3-c]pyrimidin-7-yloxy)aniline